1-ethyl-N-(2-methoxy-5-(3-(trifluoromethyl)phenoxy)phenyl)-5-oxopyrrolidine-2-carboxamide C(C)N1C(CCC1=O)C(=O)NC1=C(C=CC(=C1)OC1=CC(=CC=C1)C(F)(F)F)OC